Benzyl (S)-2-(1-(4-(2-fluoro-3-methoxyphenoxy)phenyl)-8-methylimidazo[1,5-a]pyrazin-3-yl)piperidine-1-carboxylate FC1=C(OC2=CC=C(C=C2)C=2N=C(N3C2C(=NC=C3)C)[C@H]3N(CCCC3)C(=O)OCC3=CC=CC=C3)C=CC=C1OC